OS(=O)(=O)C(F)(F)F.C(C)(=O)O.C(C)(=O)O.C(C)(=O)O triacetic acid triflate